ClC=1C=CC(=NC1)C1=CC(=CN1)S(=O)(=O)NC1=C(C=C(C=C1)C#N)F 5-(5-chloropyridin-2-yl)-N-(4-cyano-2-fluorophenyl)-1H-pyrrole-3-sulfonamide